C(C)(C)(C)OC(=O)N1CC(C1)C12CC(C1)(C2)SC2=NC=C(C=C2)C(F)(F)F.COC2=CC(=C1CCN(C1=C2)C)N2CCC(CC2)COC2=NC=CC=C2 2-((1-(6-methoxy-1-methylindolin-4-yl)piperidin-4-yl)methoxy)pyridin Tert-Butyl-3-[3-[[5-(trifluoromethyl)-2-pyridyl]sulfanyl]-1-bicyclo[1.1.1]pentanyl]azetidine-1-carboxylate